COC(=O)C1(CCCC1)COC 1-(methoxymethyl)cyclopentane-1-carboxylic acid methyl ester